C1CCN2CCC[C@H]([C@@H]12)NC=1OC=2C(=NC(=CC2)Br)N1 |o1:7,8| N-[rel-(8R,8aR)-1,2,3,5,6,7,8,8a-octahydroindolizin-8-yl]-5-bromo-oxazolo[4,5-b]pyridin-2-amine